N1(CCN(CCCN(CCN(CCC1)CC(=O)O)CC(=O)O)CC(=O)O)CC(=O)O 2,2',2'',2'''-(1,4,8,11-tetraazacyclotetradecane-1,4,8,11-tetrayl)tetraacetic Acid